BrC1=C(C=2N(N(C1=O)C)C=C(N2)CC#N)N2[C@H](CN([C@@H](C2)CC)C(C)C2=CC=C1C(=N2)SC(=N1)C)CC 2-(7-bromo-8-((2s,5r)-2,5-diethyl-4-(1-(2-methylthiazolo[5,4-b]pyridin-5-yl)ethyl)piperazin-1-yl)-5-methyl-6-oxo-5,6-dihydroimidazo[1,2-b]pyridazin-2-yl)acetonitrile